ethyl 2-(3-acetylphenyl)-2,2-difluoro-acetate C(C)(=O)C=1C=C(C=CC1)C(C(=O)OCC)(F)F